NC=1C=CC=C2CN(C(C12)=O)C1C(NC(CC1)=O)=O 3-(7-amino-1-oxoisoindolin-2-yl)piperidine-2,6-dione